NC=1C=C(C(=NC1)C)C=1N=C2C=C(C(=NC2=CC1)NC1=C(C=CC=C1)C)NC(C1=CC(=CC(=C1)C(F)(F)F)F)=O N-(6-(5-amino-2-methylpyridin-3-yl)-2-(o-tolylamino)-1,5-naphthyridin-3-yl)-3-fluoro-5-(trifluoromethyl)benzamide